CC(CS(=O)(=O)O)(C)NC(CC)=O 2-methyl-2-propanamidopropanesulfonic acid